C1(CCC1)CCC1=NNC(=C1)C=1C(=C(C(=CC1)O)N1CC(NS1(=O)=O)=O)F 5-(3-(3-(2-cyclobutylethyl)-1H-pyrazol-5-yl)-2-fluoro-6-hydroxyphenyl)-1,2,5-thiadiazolidin-3-one 1,1-dioxide